bis(diphenylphosphoryl)-9-phenyl-9H-carbazole C1(=CC=CC=C1)P(=O)(C1=CC=CC=C1)C1=C(C=2N(C3=CC=CC=C3C2C=C1)C1=CC=CC=C1)P(=O)(C1=CC=CC=C1)C1=CC=CC=C1